C1(=CC=CC=C1)[C@@H]1CCC2=NN(C(N21)=O)C2=CC=C(C=C2)C2(CC2)C(F)(F)F (5S)-5-phenyl-2-{4-[1-(trifluoromethyl)cyclopropyl]phenyl}-2,5,6,7-tetrahydro-3H-pyrrolo[2,1-c][1,2,4]triazol-3-one